C(CCC)NC(=N)NO N-butyl-N'-hydroxyguanidine